nondienal diethyl acetal C(C)OC(C=CC=CCCCC)OCC